(R)-N-(3-(1-((6-amino-[3,3-bipyridin]-5-yl)oxy)ethyl)phenyl)-1-methylindoline-6-carboxamide NC1=C(C=C(C=N1)C=1C=NC=CC1)O[C@H](C)C=1C=C(C=CC1)NC(=O)C1=CC=C2CCN(C2=C1)C